COC=1C=CC=2C3=C(C=NC2N1)N=CN=C3N3CCC(CCC3)CN (1-(8-methoxypyrimidino[4,5-c][1,8]naphthyridin-1-yl)azepan-4-yl)methylamine